C(C)(C)(C)OC(=O)N1C2(CCCC1(CC2)C)C 1,5-dimethyl-8-azabicyclo[3.2.1]octane-8-carboxylic acid tert-butyl ester